CPOC1=CC=CC2=CC=CC=C12 methylnaphthyloxyphosphine